2-(4-fluoro-2-methoxyphenyl)ethanone FC1=CC(=C(C=C1)CC=O)OC